1,1-dimethylethyl [(1S)-1-methyl-3-oxopropyl]carbamate C[C@@H](CC=O)NC(OC(C)(C)C)=O